(1-((2r,4r,5r)-3,3-difluoro-4-hydroxy-5-(hydroxymethyl)tetrahydrofuran-2-yl)-2-oxo-1,2-dihydropyrimidin-4-yl)-1-methyl-1H-pyrazole-4-carboxamide FC1([C@@H](O[C@@H]([C@H]1O)CO)N1C(N=C(C=C1)C1=NN(C=C1C(=O)N)C)=O)F